(R)-1-(5-chloro-3-fluoro-pyridin-2-yl)-3-((1s,3S)-3-hydroxycyclobutyl)-4-(4-(trifluoromethyl)-benzyl)piperazine-2,5-dione ClC=1C=C(C(=NC1)N1C([C@H](N(C(C1)=O)CC1=CC=C(C=C1)C(F)(F)F)C1CC(C1)O)=O)F